FC1(CN(C1)C1=C2C(=NC=C1)N(N=C2C2CN(C2)C(C(=C)F)=O)C2=CC=C(C=C2)OC(F)(F)F)C(=O)N 3-Fluoro-1-(3-(1-(2-fluoroacryloyl)azetidin-3-yl)-1-(4-(trifluoromethoxy)phenyl)-1H-pyrazolo[3,4-b]pyridin-4-yl)azetidin-3-carboxamide